COC(C(CC(CCC1=CC=C(C=C1)Cl)=O)=O)=O.C(#N)C12CC(C1)(C2)NC(C(N2CC([C@@H]([C@@]21CC(CC1)(F)F)O)(F)F)=O)=O N-(3-cyanobicyclo[1.1.1]pentan-1-yl)-2-oxo-2-((4R,5R)-3,3,7,7-tetrafluoro-4-hydroxy-1-azaspiro[4.4]nonan-1-yl)acetamide methyl-6-(4-chlorophenyl)-2,4-dioxohexanoate